FC(S(=O)(=O)OC1=CC(=CC2=CC=C(C(=C12)C#C[Si](C(C)C)(C(C)C)C(C)C)F)OCOC)(F)F 7-fluoro-3-(methoxymethoxy)-8-((triisopropylsilyl)ethynyl)naphthalen-1-yl trifluoromethanesulfonate